C(C)(C)(C)OC(=O)N[C@H](C)C1=C(C=C(C=C1)NC1=NC=2N(C(=C1)N(C(OC(C)(C)C)=O)C1CC1)N=CC2C#N)C[S@](=O)C |&1:40| (±)-tert-Butyl (5-((4-((R,S)-1-((tert-butoxycarbonyl)amino)ethyl)-3-((methylsulfinyl)methyl)phenyl)amino)-3-cyanopyrazolo[1,5-a]pyrimidin-7-yl)(cyclopropyl)carbamate